(R)-4-((2-(((4-chloropyridin-2-yl)(1-methylcyclopentyl)methyl)amino)-3,4-dioxocyclobut-1-en-1-yl)amino)-3-hydroxy-N,N-dimethylpicolinamide ClC1=CC(=NC=C1)[C@@H](C1(CCCC1)C)NC1=C(C(C1=O)=O)NC1=C(C(=NC=C1)C(=O)N(C)C)O